1-chloro-3,5-dibromobenzene ClC1=CC(=CC(=C1)Br)Br